C1NCC2C1C(NC2=O)=O 2,3,3a,6a-tetrahydro-1H-pyrrolo[3,4-c]pyrrole-4,6-dione